methyl O-(tert-butyldimethylsilyl)-N-(2-(4-((((3-methoxypropyl)carbamoyl)oxy)methyl)phenyl)thiazole-4-carbonyl)-L-serinate [Si](C)(C)(C(C)(C)C)OC[C@H](NC(=O)C=1N=C(SC1)C1=CC=C(C=C1)COC(NCCCOC)=O)C(=O)OC